7,2'-dihydroxy-3',4'-dimethoxyisoflavane OC1=CC=C2CC(COC2=C1)C1=C(C(=C(C=C1)OC)OC)O